C(C)(C)(C)OC(=O)N1[C@H](C[C@H](C1)C1=CC(=C(C=C1)OC(F)F)OCC1CC1)CO (2R,4S)-4-(3-(cyclopropylmethoxy)-4-(difluoromethoxy)phenyl)-2-(hydroxymethyl)pyrrolidine-1-carboxylic acid tert-butyl ester